OC1=CC=C(C=C1)C(=C(CC)C1=CC=C(C=C1)O)C1=CC=C(C=C1)N1CCC(CC1)CN1C2CN(C(C1)CC2)C=2C=C1C(N(C(C1=CC2F)=O)C2C(NC(CC2)=O)=O)=O 5-(5-((1-(4-(1,2-bis(4-hydroxyphenyl)but-1-en-1-yl)phenyl)piperidin-4-yl)methyl)-2,5-diazabicyclo[2.2.2]octan-2-yl)-2-(2,6-dioxopiperidin-3-yl)-6-fluoroisoindoline-1,3-dione